nickel Oxide ethyl-(2-(3-(benzyloxy)phenyl)-2-cyclopropylethyl)(methyl)phosphinate C(C)OP(=O)(C)CC(C1CC1)C1=CC(=CC=C1)OCC1=CC=CC=C1.[Ni]=O